2,2-dichloro-N-[(1R,2R)-1,3-dihydroxy-1-(4-nitrophenyl)propan-2-yl]acetamide ClC(C(=O)N[C@@H]([C@@H](C1=CC=C(C=C1)[N+](=O)[O-])O)CO)Cl